cyclohexyl mercaptopropionate SC(C(=O)OC1CCCCC1)C